COC(=O)[C@@H]1C=C(C2=CC(CC(N12)=O)=O)C (1S,3S)-1-methyl-5,7-dioxoindolizine-3-carboxylic acid methyl ester